NCC1CN(CC1)C1=NC(=NC=C1CNC(=O)C1(CC1)C#N)C1=CC(=C(C(=C1)F)C)C#C N-[[4-[3-(aminomethyl)pyrrolidin-1-yl]-2-(3-ethynyl-5-fluoro-4-methyl-phenyl)pyrimidin-5-yl]methyl]-1-cyano-cyclopropanecarboxamide